7-tetrahydrobenzo[b]thiophene-3-carboxamide C1CC2=C(C=C1)SCC2C(=O)N